(6-(2,2-difluorocyclopropyl)imidazo[1,2-a]pyrimidin-2-yl)((3s,4s)-4-(3,4-dihydroisoquinolin-2(1H)-yl)-3-hydroxypiperidin-1-yl)methanone phosphate (dihydrogenphosphate) P(=O)(O)(O)O.P(=O)(O)(O)O.FC1(C(C1)C=1C=NC=2N(C1)C=C(N2)C(=O)N2C[C@@H]([C@H](CC2)N2CC1=CC=CC=C1CC2)O)F